N1(N=CC=C1)C1=CC=C(C=C1)C(\C=C(/SC)\NC1=C(C=C(C=C1)[N+](=O)[O-])C)=O (Z)-1-(4-(1H-pyrazol-1-yl)phenyl)-3-((2-methyl-4-nitrophenyl)amino)-3-(methylthio)prop-2-en-1-one